(2S,4R)-6-chloro-N-{3-[2-(4-chloro-3-fluorophenoxy)acetamido]bicyclo[1.1.1]pentan-1-yl}-4-[(methanesulfonyl)amino]-3,4-dihydro-2H-1-benzopyran-2-carboxamide ClC=1C=CC2=C([C@@H](C[C@H](O2)C(=O)NC23CC(C2)(C3)NC(COC3=CC(=C(C=C3)Cl)F)=O)NS(=O)(=O)C)C1